C1=CC(=CC=2C3=CC=CC=C3C3(C12)C1=CC=CC=C1C=1C=CC=CC13)C1=C(C(=C(C#N)C(=C1N1C3=CC=CC=C3C=3C=CC=CC13)N1C3=CC=CC=C3C=3C=CC=CC13)N1C3=CC=CC=C3C=3C=CC=CC13)N1C3=CC=CC=C3C=3C=CC=CC13 4-(9,9'-spirobi[fluoren]-3-yl)-2,3,5,6-tetra(9H-carbazol-9-yl)benzonitrile